4-(2-benzothiazolyl)-1,3-benzenediol S1C(=NC2=C1C=CC=C2)C2=C(C=C(C=C2)O)O